2-chloro-6-(2-methoxyethyl)-7,7-dimethylpyrrolo[3,4-b]-pyridin-5-one ClC1=CC=C2C(=N1)C(N(C2=O)CCOC)(C)C